5-(1-(1-(3-(2,4-Difluorophenoxy)-1,6-naphthyridin-7-yl)ethyl)-4,4-difluoropiperidin-3-yl)pyridin-2(1H)-one FC1=C(OC=2C=NC3=CC(=NC=C3C2)C(C)N2CC(C(CC2)(F)F)C=2C=CC(NC2)=O)C=CC(=C1)F